C(C)(C)(CC)C1=C(O)C=C(C(=C1)O)C(C)(C)CC 2,5-di-tertiary-amyl-hydroquinone